(R)-N-((S)-1-cyano-2-((S)-2-oxopyrrolidin-3-yl)ethyl)-1-(5,7-difluoro-1H-indole-2-carbonyl)-3,3-dimethyl-1,3-azasilolidine-5-carboxamide C(#N)[C@H](C[C@H]1C(NCC1)=O)NC(=O)[C@@H]1C[Si](CN1C(=O)C=1NC2=C(C=C(C=C2C1)F)F)(C)C